4-mercaptobutanesulfonic acid sodium [Na].SCCCCS(=O)(=O)O